C(C)(C)OC1=C(C=C(C=C1)C1=NC=C(C=N1)C1=CC=NC=C1)C(F)(F)F 2-(4-isopropoxy-3-(trifluoromethyl)phenyl)-5-(pyridin-4-yl)pyrimidine